O1C(OCC1)CCC1=CC=C(C=C1)B(O)O (4-(2-(1,3-dioxolan-2-yl)ethyl)phenyl)boronic acid